C(C)(C)C=1C=CC(=C(C1)[C@H](C(=O)O)N1C[C@@H](CC1)N(CCCCCC1=NC=2NCCCC2C=C1)C)OC (R)-2-(5-isopropyl-2-methoxyphenyl)-2-((R)-3-(methyl(5-(5,6,7,8-tetrahydro-1,8-naphthyridin-2-yl)pentyl)amino)pyrrolidin-1-yl)acetic acid